BrC1=CC(=NN1C1=CC2=CN(N=C2C=C1)C)N 5-bromo-1-(2-methyl-2H-indazol-5-yl)-1H-pyrazol-3-amine